4-fluoro-2-(trifluoro-methyl)benzene-sulfonyl chloride FC1=CC(=C(C=C1)S(=O)(=O)Cl)C(F)(F)F